ethyl ((S)-2-cyclopropyl-2-(3-((4-(5-fluoro-2-methoxypyridin-4-yl)-3-((S)-1-methoxy-2,2-dimethylpropyl)benzyl)oxy)phenyl)ethyl)(methyl)phosphinate C1(CC1)[C@H](CP(OCC)(=O)C)C1=CC(=CC=C1)OCC1=CC(=C(C=C1)C1=CC(=NC=C1F)OC)[C@H](C(C)(C)C)OC